1H-indole-5-nitrile N1C=CC2=CC(=CC=C12)C#N